CN(C1=CC=C(C=C1)C(S(=O)(=O)C1=CC=C(C)C=C1)[N+]#[C-])C 1-(4-DIMETHYLAMINOPHENYL)-1-TOSYLMETHYL ISOCYANIDE